N-[2-(2-aminoethoxy)ethyl]-4-[[3-[1-(cyanomethyl)-3-methylsulfanyl-pyrazol-4-yl]imidazo[1,2-a]pyrazin-8-yl]amino]-2-ethyl-benzamide NCCOCCNC(C1=C(C=C(C=C1)NC=1C=2N(C=CN1)C(=CN2)C=2C(=NN(C2)CC#N)SC)CC)=O